OC1=CC=C(C(=S)N)C=C1 4-hydroxythiobenzamide